4-butyl-1-(3-chloro-4-fluorophenyl)-3-(4-fluorophenyl)-N-(5-hydroxy-5-methylhexyl)-5-methyl-4,5-dihydro-1H-pyrazole-5-carboxamide C(CCC)C1C(=NN(C1(C(=O)NCCCCC(C)(C)O)C)C1=CC(=C(C=C1)F)Cl)C1=CC=C(C=C1)F